C1(CC1)C1=NC(=CC=C1O[C@@H]1C[C@H](CCC1)C(=O)O)C=1N=NN(C1COC(N(C)CCC1CC1)=O)C (1S,3S)-3-((2-cyclopropyl-6-(5-((((2-cyclopropylethyl)(methyl)carbamoyl)oxy)methyl)-1-methyl-1H-1,2,3-triazol-4-yl)pyridin-3-yl)oxy)cyclohexanecarboxylic acid